NN1C(=NN=C1C)S 4-amino-3-mercapto-5-methyl-4H-1,2,4-triazole